3,9-bis(2,4-di-tert-butylphenoxy)-2,4,8,10-tetraoxa-3,9-di-phosphaspiro[5.5]undecane C(C)(C)(C)C1=C(OP2OCC3(CO2)COP(OC3)OC3=C(C=C(C=C3)C(C)(C)C)C(C)(C)C)C=CC(=C1)C(C)(C)C